2-chloro-N1-(4-chloro-3-(pyridin-2-yl)phenyl)-N-(4H-1,2,4-triazol-4-yl)terephthalamide ClC1=C(C(=O)N(N2C=NN=C2)C2=CC(=C(C=C2)Cl)C2=NC=CC=C2)C=CC(=C1)C(=O)N